tert-Butyl (4-((4-(hydroxymethyl)bicyclo[2.2.2]octan-1-yl)methyl)phenyl)carbamate OCC12CCC(CC1)(CC2)CC2=CC=C(C=C2)NC(OC(C)(C)C)=O